2-(2,6-Dimethyl-4-((3-(3-meth-yl-4-(trifluoromethyl)phenyl)-2,5-dioxoimidazolin-1-yl)meth-yl)phenoxy)-2-methylpropionic acid CC1=C(OC(C(=O)O)(C)C)C(=CC(=C1)CN1C(N(CC1=O)C1=CC(=C(C=C1)C(F)(F)F)C)=O)C